The molecule is an N-oleoylphosphatidylethanolamine in which the acyl groups at positions 1 and 2 are both specified as heptadecanoyl. It derives from a heptadecanoic acid. It is a conjugate acid of a N-oleoyl-1,2-diheptadecanoyl-sn-glycero-3-phosphoethanolamine(1-). CCCCCCCCCCCCCCCCC(=O)OC[C@H](COP(=O)(O)OCCNC(=O)CCCCCCC/C=C\\CCCCCCCC)OC(=O)CCCCCCCCCCCCCCCC